NC1=CC=C(C=C1)S(=O)(=O)N1CCN(CC1)CC1=C2C(=NC=3C=C(C(=CC13)OC)F)C1=CC3=C(C(N1C2)=O)COC([C@]3(O)CC)=O (S)-11-((4-((4-aminophenyl)sulfonyl)piperazin-1-yl)methyl)-4-ethyl-8-fluoro-4-hydroxy-9-methoxy-1,12-dihydro-14H-pyrano[3',4':6,7]indolizino[1,2-b]quinoline-3,14(4H)-dione